6-[5-[2-[(4-chloro-2,3-dihydro-1H-inden-2-yl)amino]ethyl]-2-oxo-1,3-oxazolidin-3-yl]-4H-pyrido[3,2-b][1,4]oxazin-3-one hydrochloride Cl.ClC1=C2CC(CC2=CC=C1)NCCC1CN(C(O1)=O)C=1C=CC=2OCC(NC2N1)=O